5,6,7,8-tetrahydropyrido[4,3-d]pyrimidin-2-amine hydrochloride Cl.N1=C(N=CC2=C1CCNC2)N